10-(3-(dimethylamino)propyl)-8,9-dimethyl-6,10-dihydro-5H-benzo[h]pyrrolo[2,3-b]quinolin-7-amine CN(CCCN1C(=C(C=2C1=NC=1C3=C(CCC1C2N)C=CC=C3)C)C)C